4-(6-((1-methyl-1H-indazol-6-yl)methoxy)pyridin-2-yl)piperazine CN1N=CC2=CC=C(C=C12)COC1=CC=CC(=N1)N1CCNCC1